C(#N)C1=C(C=CC(=C1)C(N(C)C)=O)[C@@H]([C@@H](C)C=1N(C(C(=C(N1)C(=O)NC=1C=NOC1)O)=O)C)C=1C=NN(C1)C 2-((1r,2r)-1-(2-cyano-4-(dimethylcarbamoyl)phenyl)-1-(1-methyl-1H-pyrazol-4-yl)propan-2-yl)-5-hydroxy-N-(isoxazol-4-yl)-1-methyl-6-oxo-1,6-dihydropyrimidine-4-carboxamide